NCCCCCN1C(=NC2=C(N=NC(=C21)OC(C)C)N)CCCC 3-(5-aminopentyl)-2-butyl-4-isopropoxy-imidazo[4,5-d]pyridazin-7-amine